C(#C)C1=CC=C(C=C1)NC1(CCCC1)C(=O)O 1-(4-ethynylphenyl)aminocyclopentane-1-carboxylic acid